4-(4-(2-methoxyphenyl)piperazin-1-yl)quinazoline tris(2,2,2-trifluoroethyl)phosphate FC(COP(=O)(OCC(F)(F)F)OCC(F)(F)F)(F)F.COC1=C(C=CC=C1)N1CCN(CC1)C1=NC=NC2=CC=CC=C12